5-chloro-2-hydroxy-N-(6-nitronaphthalen-2-yl)benzamide ClC=1C=CC(=C(C(=O)NC2=CC3=CC=C(C=C3C=C2)[N+](=O)[O-])C1)O